N1(CC2(CC1)OC1=CC(=C(C=C1OC2)C(=O)OC)C(=O)OC)C(=O)OC(C)(C)C 1'-(tert-butyl) 6,7-dimethyl 4-oxaspiro[chroman-2,3'-pyrrolidine]-1',6,7-tricarboxylate